1-(2-{[4-(4-fluorophenyl)-1-methyl-1H-1,2,3-triazol-5-yl]methoxy}-5H,6H,7H-pyrrolo[3,4-b]pyridin-6-yl)-2-methylpropan-1-one FC1=CC=C(C=C1)C=1N=NN(C1COC1=CC=C2C(=N1)CN(C2)C(C(C)C)=O)C